2-prop-2-enylcyclohexan-1-one C(C=C)C1C(CCCC1)=O